C(CCC)OC(=O)N1C=NC=C1 Imidazole-1-carboxylic acid butyl ester